C(C)(C)(C)C1=C(C=CC(=C1)C(C)(C)C)O 2,4-Di-t-Butylphenol